The molecule is an acyl-CoA oxoanion obtained by deprotonation of the phosphate, diphosphate and carboxy groups of 4-carboxy-2-thioxobutanoyl-CoA It is a conjugate base of a 4-carboxy-2-thioxobutanoyl-CoA. It is a tautomer of a (2Z)-4-carboxylato-2-sulfanylbut-2-enoyl-CoA(5-). CC(C)(COP(=O)([O-])OP(=O)([O-])OC[C@@H]1[C@H]([C@H]([C@@H](O1)N2C=NC3=C(N=CN=C32)N)O)OP(=O)([O-])[O-])C(C(=O)NCCC(=O)NCCSC(=O)C(=S)CCC(=O)[O-])O